FC(CCCC(=O)OC)(F)F methyl 4-(trifluoromethyl)butanoate